(3aR,6R,6aR)-4-allyl-6-(aminomethyl)-2,2-dimethyl-6,6a-dihydro-3aH-furo[3,4-d][1,3]di-oxol-4-ol C(C=C)C1(O[C@@H]([C@H]2OC(O[C@H]21)(C)C)CN)O